CC1=[N+](C=CC(=C1C1=CC=C(C=C1)NC([C@H](C1CCC(CC1)C)NC(=O)C1=CC=NN1C)=O)C)[O-] 2,4-dimethyl-3-(4-((S)-2-(1-methyl-1H-pyrazole-5-carboxamido)-2-((1r,4S)-4-methylcyclohexyl)acetamido)phenyl)pyridine 1-oxide